C(C)C(CC1=CC(C2=CC=CC=C12)[Si](C1C=C(C2=CC=CC=C12)C)(C)C)CCCC (3-(2-ethylhexyl)-1H-inden-1-yl)dimethyl-(3-methyl-1H-inden-1-yl)silane